C1(CC1)C1=C(N=CN1CC1=CC2=C(N(C(N2C)=O)C)C=C1)C1=CC=CC=C1 5-[(5-cyclopropyl-4-phenyl-imidazol-1-yl)methyl]-1,3-dimethyl-benzimidazol-2-one